Methyl (S)-4'-(6-methoxy-2-oxo-3-(pyrrolidin-3-yl)-2,3-dihydro-1H-imidazo[4,5-b]pyridin-1-yl)-[1,1'-biphenyl]-4-carboxylate hydrochloride Cl.COC=1C=C2C(=NC1)N(C(N2C2=CC=C(C=C2)C2=CC=C(C=C2)C(=O)OC)=O)[C@@H]2CNCC2